The molecule is a glycophytoceramide having a 4-O-(cyclopropylmethyl)-alpha-D-galactosyl residue at the O-1 position and a hexacosanoyl group attached to the nitrogen. One of a series of an extensive set of 4"-O-alkylated alpha-GalCer analogues evaluated (PMID:30556652) as invariant natural killer T-cell (iNKT) antigens. It derives from an alpha-D-galactose. CCCCCCCCCCCCCCCCCCCCCCCCCC(=O)N[C@@H](CO[C@@H]1[C@@H]([C@H]([C@H]([C@H](O1)CO)OCC2=CC=C(C=C2)C3CC3)O)O)[C@@H]([C@@H](CCCCCCCCCCCCCC)O)O